N-(3-(2-(2-chloroacetamido)-2-methylpropyl)-1,2,4-thiadiazol-5-yl)-2-methyl-5-(3-(trifluoromethyl)phenyl)furan-3-carboxamide ClCC(=O)NC(CC1=NSC(=N1)NC(=O)C1=C(OC(=C1)C1=CC(=CC=C1)C(F)(F)F)C)(C)C